1-(((3S)-1-((3-cyano-1-azetidinyl)sulfonyl)-3-piperidinyl)carbonyl)-N-((6-(trifluoromethyl)-3-pyridinyl)methyl)-D-prolinamide C(#N)C1CN(C1)S(=O)(=O)N1C[C@H](CCC1)C(=O)N1[C@H](CCC1)C(=O)NCC=1C=NC(=CC1)C(F)(F)F